CC(CNC(N)=N)(COC1=CC=C(C=C1)C(F)(F)F)C 3-(2,2-dimethyl-3-(4-(trifluoromethyl)phenoxy)propyl)guanidine